C1(=CC=CC=C1)NC(NC1=C(C=CC=C1)NC(C)=O)=O N-[2-(3-phenylureido)-phenyl]acetamide